FC(C(=O)O)(F)F.ClC=1C2=C(C(=NC1)N)C(=NN2C(C)C)C2=NOC(=C2C2=NNC(=C2)C)C2CC2 7-chloro-3-(5-cyclopropyl-4-(5-methyl-1H-pyrazol-3-yl)isoxazol-3-yl)-1-isopropyl-1H-pyrazolo[4,3-c]pyridin-4-amine 2,2,2-trifluoroacetate